BrC=1C(=NOC1C)OC[C@H](C1=NC=CC=C1)NC(OC(C)(C)C)=O (S)-tert-butyl (2-((4-bromo-5-methylisoxazol-3-yl)oxy)-1-(pyridin-2-yl)ethyl)carbamate